FC1(CN(C[C@H]1C)C=1C=2N(N=C(C1)C=1C(NC(NC1)=O)=O)C(=CN2)F)F (R)-5-(8-(3,3-difluoro-4-methylpyrrolidin-1-yl)-3-fluoroimidazo[1,2-b]pyridazin-6-yl)pyrimidine-2,4(1H,3H)-dione